C1(CCCCCCC1)C(C(NC1=CC=C2C(=C1)NC(C21CCS(CC1)(=O)=O)=O)=O)NC(=O)C=1N(N=CC1)C N-{1-cyclooctyl-2-oxo-2-[(1',1',2-trioxospiro[indoline-3,4'-thiacyclohexane]-6-yl)amino]ethyl}-2-methylpyrazole-3-carboxamide